3-(4-iodopiperidin-1-yl)oxolane-3-carbonitrile IC1CCN(CC1)C1(COCC1)C#N